ClC=1C=C(C=CC1F)NC(N([C@@H](C)C1C(NCC2=CC=CC=C12)=O)C)=O (S)-3-(3-chloro-4-fluorophenyl)-1-methyl-1-(1-(3-oxo-1,2-dihydroisoquinolin-4-yl)ethyl)urea